N1(CCCC1)CCCCC(=O)OC(CCC(=O)O)CCCCCC 4-((5-(pyrrolidin-1-yl)pentanoyl)oxy)decanoic acid